Triethyl-(methyl)phosphonium C(C)[P+](C)(CC)CC